1-(1,3-benzodioxol-4-yl)-N-(1H-indol-3-ylmethyl)methylamine O1COC2=C1C=CC=C2CNCC2=CNC1=CC=CC=C21